FC=1C=C(C=CC1[N+](=O)[O-])N(C(OC(C)(C)C)=O)C tert-Butyl (3-fluoro-4-nitrophenyl)(methyl)carbamate